6-(3-amino-6-(3-(azetidin-1-ylmethyl)-4-((tetrahydro-2H-pyran-4-yl)oxy)phenyl)-5-fluoropyrazin-2-yl)-7-fluoro-3,4-dihydroisoquinolin-1(2H)-one NC=1C(=NC(=C(N1)F)C1=CC(=C(C=C1)OC1CCOCC1)CN1CCC1)C=1C=C2CCNC(C2=CC1F)=O